FC=1C=C(C=NC1)C(=O)OC methyl 5-fluoropyridine-3-carboxylate